3-methacryloyloxypropane-1-sulphonic acid C(C(=C)C)(=O)OCCCS(=O)(=O)O